tert-butyl 4-(4-(2-(benzyloxy)ethoxy)phenyl)piperazine-1-carboxylate C(C1=CC=CC=C1)OCCOC1=CC=C(C=C1)N1CCN(CC1)C(=O)OC(C)(C)C